(1R,2S,5S)-3-((S)-2-cyclopropyl-2-isobutyramidoacetyl)-6,6-dimethyl-3-azabicyclo[3.1.0]hexane-2-carboxylic acid C1(CC1)[C@@H](C(=O)N1[C@@H]([C@H]2C([C@H]2C1)(C)C)C(=O)O)NC(C(C)C)=O